Rac-4-amino-3-(((7-hydroxy-1,4-dioxaspiro[4.5]decan-7-yl)methyl)amino)benzonitrile NC1=C(C=C(C#N)C=C1)NC[C@@]1(CC2(OCCO2)CCC1)O |r|